6-(dimethylamino)-1-methoxy-10-methyl-9-phenylacridine CN(C=1C=C2N(C=3C=CC=C(C3C(C2=CC1)C1=CC=CC=C1)OC)C)C